C(C)(C)(C)OC(=O)[C@]1(C[C@H](N(CC1)CC1=C(C(=CC=C1)Cl)F)C)CC=1C(=C(C(=O)O)C=C(N1)Cl)F 2-(((2R,4R)-4-(tert-Butoxycarbonyl)-1-(3-chloro-2-fluorobenzyl)-2-methylpiperidin-4-yl)methyl)-6-chloro-3-fluoroisonicotinic acid